ammonium-d [NH3+][2H]